C1(CC1)[C@H](C)OC=1C=2N(C=NC1C=1C=NNC1)N=C(N2)N[C@H](C(F)(F)F)C 8-((S)-1-Cyclopropylethoxy)-7-(1H-pyrazol-4-yl)-N-((S)-1,1,1-trifluoropropan-2-yl)-[1,2,4]triazolo[1,5-c]pyrimidin-2-amine